[Pb].[In] Indium-lead